di-ethoxysilane tert-butyl-4-(6,7-dimethyl-2-(2-(1-methyl-1H-pyrazol-4-yl)morpholino)-8-oxo-7,8-dihydropyrimido[5,4-d]pyrimidin-4-yl)piperidine-1-carboxylate C(C)(C)(C)OC(=O)N1CCC(CC1)C=1C2=C(N=C(N1)N1CC(OCC1)C=1C=NN(C1)C)C(N(C(=N2)C)C)=O.C(C)O[SiH2]OCC